3-((1-(2-(3-hydroxyprop-1-yn-1-yl)-5-(trifluoromethyl)pyridin-4-yl)piperidin-4-yl)oxy)cyclobutan-1-ol OCC#CC1=NC=C(C(=C1)N1CCC(CC1)OC1CC(C1)O)C(F)(F)F